N=1C=CN2N=C(C=CC21)C2=CNC=1N=C(N=CC12)NC1CCC(CC1)N1C(CCC1)=O 1-((1s,4s)-4-((5-(imidazo[1,2-b]pyridazin-6-yl)-7H-pyrrolo[2,3-d]pyrimidin-2-yl)amino)cyclohexyl)pyrrolidin-2-one